CCCCCCCCCCCCN(CCCN)CCCN N-(3-aminopropyl)-n-dodecylpropane-1,3-diamine